N=1CNC=C2C=CC=CC12 2,3-Dihydro-quinazoline